4-(6-fluoro-3,4-dihydroisoquinolin-2(1H)-yl-4,4-d2)-2,6-dimethylaniline FC=1C=C2C(CN(CC2=CC1)C1=CC(=C(N)C(=C1)C)C)([2H])[2H]